C(C)OC[C@]1(CN(CC1)CC1=CC=C(C=C1)NC(C)=O)CCC1=CC=CC=C1 (R)-N-(4-((3-(ethoxymethyl)-3-phenethylpyrrolidin-1-yl)methyl)phenyl)acetamide